1-bromo-3,3-dichloroacetone BrCC(=O)C(Cl)Cl